CSC1=C(C(=CC(=C1N)SC)C)N 2,4-dimethylthio-6-methyl-1,3-phenylenediamine